BrC(CCOP(=O)(OCCC(Cl)Br)OCCC(Cl)Br)Cl tris(bromo-chloropropyl)phosphate